[3-[4-(1H-pyrrolo[2,3-b]pyridin-4-yl)-1H-pyrazol-1-yl]-1-(1-{[6-(trifluoromethyl)pyrazin-2-yl]carbonyl}piperidin-4-yl)azetidin-3-yl]acetonitrile N1C=CC=2C1=NC=CC2C=2C=NN(C2)C2(CN(C2)C2CCN(CC2)C(=O)C2=NC(=CN=C2)C(F)(F)F)CC#N